C(C)C(COC(CCSC1=C(C(=NC=C1)N(C(=O)OC(C)(C)C)C(=O)OC(C)(C)C)Cl)=O)CCCC 3-((2-(bis(t-butoxycarbonyl)amino)-3-chloropyridin-4-yl)thio)propanoic acid 2-ethylhexyl ester